[C@@H]1([C@H](O)[C@@H](O)[C@H](O)CO1)C(=O)[C@H](O)[C@@H](O)[C@H](O)CO beta-D-xylopyranosyl-(xylose)